N-(4-Bromo-2-fluorobenzyl)-5-(difluoromethyl)-1,3,4-oxadiazol-2-amine BrC1=CC(=C(CNC=2OC(=NN2)C(F)F)C=C1)F